2-methoxy-5-(7-methyl-4-(piperazin-1-yl)quinazolin-6-yl)pyridine COC1=NC=C(C=C1)C=1C=C2C(=NC=NC2=CC1C)N1CCNCC1